C(CCC)C12C=CC(CC1)C2 butyl-norbornene